4-(6-(bis(2-methoxyethyl)amino)-2-((2-hydroxyethyl)(2-methoxyethyl)amino)-8-(4-methoxypiperidin-1-yl)pyrimido[5,4-d]pyrimidin-4-yl)-1-methylpiperazin COCCN(C=1N=C(C=2N=C(N=C(C2N1)N1CCN(CC1)C)N(CCOC)CCO)N1CCC(CC1)OC)CCOC